OC1CCC(CC1)C1=CC=C(C=N1)C1=NNC=2C1=NC(=C(C2)OC)C2(CCC1=CC=CC=C21)C#N (3-(6-(4-hydroxycyclohexyl)pyridin-3-yl)-6-methoxy-1H-pyrazolo[4,3-b]pyridin-5-yl)-2,3-dihydro-1H-indene-1-carbonitrile